C(CCC)[Si](C)(C)[C@@]1(C[C@H](O)[C@@H](CO)O1)N1C=NC=2C(=O)NC(N)=NC12 butyldimethylsilyl-2'-deoxyguanosine